CC1=NC=2N(C(=C1)N(CC)CC)N=CN2 5-methyl-7-diethylamino-s-triazolo(1,5-a)pyrimidine